4-fluoro-4,4-bis(phenylsulfonyl)butan-1-ol Octyl-7-ethyl-10-(2-((3-heptyldecanoyl)oxy)ethyl)-16-hexyl-14-oxo-1-phenyl-2,13,15-trioxa-7,10-diazaicosan-20-oate C(CCCCCCC)C(OCCCCN(CCN(CCOC(OC(CCCC(=O)OCCCC(S(=O)(=O)C1=CC=CC=C1)(S(=O)(=O)C1=CC=CC=C1)F)CCCCCC)=O)CCOC(CC(CCCCCCC)CCCCCCC)=O)CC)C1=CC=CC=C1